NC1=NC2=C(C=3N1N=C(N3)C=3OC=CC3)C=NN2C(C(=O)O)(C)C2=CC=C(C=C2)OC 2-(5-amino-2-(furan-2-yl)-7H-pyrazolo[4,3-e][1,2,4]triazolo[1,5-c]pyrimidin-7-yl)-2-(4-methoxyphenyl)propionic acid